C(CC#CCCCCCCC)(=O)O 3-undecynoic acid